ClC1=C(C=NN(C1=O)C1OCCCC1)C(C(=O)OCC)C(C)=O ethyl 2-[5-chloro-1-(tetrahydropyran-2-yl)-6-oxopyridazin-4-yl]-3-oxobutanoate